FC(C1=NN=C(O1)C=1C=CC(=NC1)CN1C(N(C2=C1C=CC(=C2)C2=CC=NC=C2)C2CCNCC2)=O)F 1-((5-(5-(Difluoromethyl)-1,3,4-oxadiazol-2-yl)pyridin-2-yl)methyl)-3-(piperidin-4-yl)-5-(pyridin-4-yl)-1,3-dihydro-2H-benzo[d]imidazol-2-one